(2S,3S,4S,5R,6R)-3,4,5,6-tetrahydroxytetrahydro-2H-pyran O[C@H]1CO[C@H]([C@@H]([C@H]1O)O)O